3-((4-methylpiperazin-1-yl)methyl)benzamide CN1CCN(CC1)CC=1C=C(C(=O)N)C=CC1